11-(3-methyloxetan-3-yl)undec-10-enoic acid CC1(COC1)C=CCCCCCCCCC(=O)O